1-(6-chloro-7-nitro-3,4-dihydroisoquinolin-2(1H)-yl)-2,2,2-trifluoroethan-1-one ClC=1C=C2CCN(CC2=CC1[N+](=O)[O-])C(C(F)(F)F)=O